COC(=O)/C=C/C1=CC(=CC=C1)O The molecule is a cinnamate ester that is the methyl ester of (E)-3-hydroxycinnamic acid It is a cinnamate ester, a member of phenols and a methyl ester. It derives from a trans-3-coumaric acid.